(S)-2-((S)-3,3-Difluorocyclopentyl)-2-(4-(2-methyl-2H-tetrazol-5-yl)phenyl)-N-(4-methylbenzo[d]thiazol-2-yl)acetamide FC1(C[C@H](CC1)[C@H](C(=O)NC=1SC2=C(N1)C(=CC=C2)C)C2=CC=C(C=C2)C=2N=NN(N2)C)F